2-(2-((tert-butyldiphenylsilyl)oxy)ethyl)cyclopropanecarboxylic acid [Si](C1=CC=CC=C1)(C1=CC=CC=C1)(C(C)(C)C)OCCC1C(C1)C(=O)O